NCC1=NNC(=C1)C(=O)N 3-(aminomethyl)-1H-pyrazole-5-carboxamide